2-(2-ethyl-phenyl)-benzofuran-6-ol C(C)C1=C(C=CC=C1)C=1OC2=C(C1)C=CC(=C2)O